C(=O)(O)CC=1C=C2C=CC(=CC2=CC1)C1(C2=CC=CC=C2C=2C=CC=CC12)C1=CC2=CC=C(C=C2C=C1)CC(=O)O 9,9-bis(6-(carboxymethyl)-2-naphthyl)fluorene